C(C)(=O)OC1C[C@H]([C@H]2[C@@H]1OC(C2)OC)O[Si](C2=CC=CC=C2)(C2=CC=CC=C2)C(C)(C)C (3aR,4R,6aS)-4-((tert-butyldiphenylsilyl) oxy)-2-methoxyhexahydro-2H-cyclopenta[b]furan-6-yl acetate